FC(C1CCC(CC1)N1C=CC2=CC(=CC=C12)N)(F)F 1-(4-(trifluoromethyl)cyclohexyl)-1H-indol-5-amine